methyl-(4-trifluoromethylphenyl)silane C[SiH2]C1=CC=C(C=C1)C(F)(F)F